2-(cyclooct-2-yn-1-yloxy)ethane C1(C#CCCCCC1)OCC